2-(3-(tert-butyl)-4-fluorobenzoyl)thiophene-3-carboxylic acid C(C)(C)(C)C=1C=C(C(=O)C=2SC=CC2C(=O)O)C=CC1F